6-[(2,5-Dioxopyrrolidin-1-yl)oxy]-N-(2-{[α-D-mannopyranosyl-(1→3)-[α-D-mannopyranosyl-(1→6)]-2-deoxy-2-fluoro-α-D-mannopyranosyl]oxy}ethyl)-6-oxohexanamide O=C1N(C(CC1)=O)OC(CCCCC(=O)NCCO[C@@H]1[C@H]([C@@H](O[C@@H]2[C@@H](O)[C@@H](O)[C@H](O)[C@H](O2)CO)[C@H](O)[C@H](O1)CO[C@@H]1[C@@H](O)[C@@H](O)[C@H](O)[C@H](O1)CO)F)=O